CC1=CC(=C2C(=C1O)C(=O)C3=C(C2=O)C(=CC(=C3)OC)O)O The molecule is a trihydroxyanthraquinone that is anthracene-9,10-dione substituted by hydroxy groups at positions 1, 4 and 5, a methoxy group at position 7 and a methyl group at position 2. It has been isolated from Chaetomium globosum and other fungal species. It has a role as a fungal metabolite and a Chaetomium metabolite. It is an aromatic ether and a trihydroxyanthraquinone.